BrC1=CC=CC2=C1SC=1C(=NC=CC12)Cl 8-bromo-1-chlorobenzo[4,5]thieno[2,3-c]pyridine